3-Piperidyl-propanol N1CC(CCC1)C(CC)O